O=C(C(CC1=CC=CC=C1)NC(CCC)=O)N1CCCC1 N-(1-oxo-3-phenyl-1-(pyrrolidin-1-yl)propan-2-yl)butyramide